C(C)(C)(C)OC(=O)N[C@H](C(=O)N1[C@@H]([C@H]2C([C@H]2C1)(C)C)C(=O)OC)C(COC)(C)C methyl (1R,2S,5S)-3-((S)-2-((tert-butoxycarbonyl)amino)-4-methoxy-3,3-dimethylbutanoyl)-6,6-dimethyl-3-azabicyclo[3.1.0]hexane-2-carboxylate